(tert-Butoxycarbonyl)(7-((3aS,4R,6aR)-2,2-dimethyl-6-vinyl-3a,6a-dihydro-4H-cyclopenta[d][1,3]dioxol-4-yl)-4-methyl-7H-pyrrolo[2,3-d]pyrimidin-2-yl)carbamic acid tert-butyl ester C(C)(C)(C)OC(N(C=1N=C(C2=C(N1)N(C=C2)[C@@H]2C=C([C@H]1OC(O[C@H]12)(C)C)C=C)C)C(=O)OC(C)(C)C)=O